CC1=CC=CC=C1OC O-methyl-anisole